tert-butyl 4-[[6-chloro-4-(methylamino)-3-pyridinyl] methylamino]-3,4-dihydro-2H-quinoline-1-carboxylate ClC1=CC(=C(C=N1)CNC1CCN(C2=CC=CC=C12)C(=O)OC(C)(C)C)NC